propane-sultone C1CCOS1(=O)=O